C1(CC1)C=1C(NC=2C=C(C=NC2C1)CN1CCN(CC1)C=1C=CC(=NC1)C(=O)NC)=O 5-(4-((7-cyclopropyl-6-oxo-5,6-dihydro-1,5-naphthyridin-3-yl)methyl)piperazin-1-yl)-N-methylpyridineamide